C(C)(=O)O[C@@H]1[C@@H]([C@H](O[C@H]1N1C2=NC(=NC=C2N(C1=O)CCC#N)N)COC(C)=O)F ((2R,3R,4S,5R)-4-acetoxy-5-(2-amino-7-(2-cyanoethyl)-8-oxo-7,8-dihydro-9H-purin-9-yl)-3-fluorotetrahydrofuran-2-yl)methylacetat